(cis-3,3,5-trimethylcyclohexyl) peroxydicarbonate C(=O)(O[C@@H]1CC(C[C@@H](C1)C)(C)C)OOC(=O)[O-]